BrC1=NN(C2=NC(=NC(=C21)NC2=NNC(=C2)C)NCC2=C(C=C(C=C2)F)F)C2CCOCC2 3-bromo-N6-(2,4-difluorobenzyl)-N4-(5-methyl-1H-pyrazol-3-yl)-1-(tetrahydro-2H-pyran-4-yl)-1H-pyrazolo[3,4-d]Pyrimidine-4,6-diamine